C(=O)(O)C=1C=C(C=CC1C(=O)O)OC(C=1C(C(=O)O)=CC(C(=O)O)=CC1)=O trimellitic acid (3,4-dicarboxyphenyl) ester